(2R,6S)-2,6-dimethyl-N-[2-(oxan-4-ylmethyl)-2-azaspiro[3.3]heptan-6-yl]-4-[5-(trifluoromethyl)pyrimidin-2-yl]piperazine-1-carboxamide C[C@H]1N([C@H](CN(C1)C1=NC=C(C=N1)C(F)(F)F)C)C(=O)NC1CC2(CN(C2)CC2CCOCC2)C1